pentaerythritol tetrakis[beta-(3,5-di-t-butyl 4-hydroxyphenyl) propionate] C(C)(C)(C)C=1C=C(C=C(C1O)C(C)(C)C)CCC(=O)OCC(COC(CCC1=CC(=C(C(=C1)C(C)(C)C)O)C(C)(C)C)=O)(COC(CCC1=CC(=C(C(=C1)C(C)(C)C)O)C(C)(C)C)=O)COC(CCC1=CC(=C(C(=C1)C(C)(C)C)O)C(C)(C)C)=O